BrC1=C2C=CN(C(C2=CN=C1)=O)CC=1N=C2N(C=C(C=C2)CN2CC3(C2)CC(C3)F)C1 5-bromo-2-{[6-({6-fluoro-2-azaspiro[3.3]heptan-2-yl}methyl)imidazo[1,2-a]pyridin-2-yl]methyl}-1,2-dihydro-2,7-naphthyridin-1-one